[N+](=O)([O-])C1=CC=C(C=C1)C(C)N[C@@H]1CC[C@H](CC1)C(=O)OC methyl trans-4-((1-(4-nitrophenyl)ethyl)amino)cyclohexane-1-carboxylate